[N+](=O)([O-])C1=CC=C(OP(=O)(OC2=CC=CC=C2)N[C@@H](C)C(=O)OC2CCC(CC2)C(F)(F)F)C=C1 4-(trifluoromethyl)cyclohexyl ((4-nitrophenoxy)(phenoxy)phosphoryl)-L-alaninate